FC(C(OC(OC(C(=O)O)(F)F)(F)F)(F)F)(F)F Nonafluoro-3,5-dioxaheptanoic acid